C(C)(CC)OC1=CC=C(C=O)C=C1 4-(sec-butoxy)benzaldehyde